[(2Z,7aS)-2-(fluoromethylidene)-tetrahydro-1H-pyrrolizin-7a-yl]methanol F\C=C/1\C[C@@]2(CCCN2C1)CO